C(C)(C)C1=NNC2=NC=C(C=C21)C(=O)NC2(CS(C2)(=O)=O)C 3-isopropyl-N-(3-methyl-1,1-dioxidothietan-3-yl)-1H-pyrazolo[3,4-b]pyridine-5-carboxamide